O1CCOC12CCN(CC2)C(C(CC=2C=C1C=NNC1=CC2)NC(=O)N2CCC(CC2)N2C(NC1=CC=CC=C1C2)=O)=O 4-(2-Oxo-1,4-dihydro-2H-quinazolin-3-yl)-piperidine-1-carboxylic acid [2-(1,4-dioxa-8-aza-spiro[4.5]dec-8-yl)-1-(1H-indazol-5-ylmethyl)-2-oxo-ethyl]-amide